FC(C1=CC=C(C=C1)N1CC(CC2=CC=CC=C12)CNCCC#N)(F)F 3-(((1-(4-(trifluoromethyl)phenyl)-1,2,3,4-tetrahydroquinolin-3-yl)methyl)amino)propionitrile